4-((2-((6-(3-(2-ethoxyphenoxy)phenyl)pyrazin-2-yl)amino)pyrimidin-4-yl)oxy)cyclohexane-1-carboxylic acid C(C)OC1=C(OC=2C=C(C=CC2)C2=CN=CC(=N2)NC2=NC=CC(=N2)OC2CCC(CC2)C(=O)O)C=CC=C1